CCCCCCC(CCCCCCCC)OC(CCOCCCN(CCCOCCC(=O)OC(CCCCCC)CCCCCCCC)CCCCCO)=O.OC[C@@H](CCO)NC(C1=CC=CC=C1)=O (R)-N-(1,4-dihydroxybutan-2-yl)benzamide di(pentadecan-7-yl)3,3'-((((5-hydroxypentyl)azanediyl)bis(propane-3,1-diyl))bis(oxy))dipropionate